FC1=CC(=CC2=CN(N=C12)C1CCNCC1)C1=CC=C2C=CN=CC2=C1 7-[7-fluoro-2-(4-piperidinyl)indazol-5-yl]isoquinoline